L-m-boronophenylalanine B(O)(O)C=1C=C(C[C@H](N)C(=O)O)C=CC1